((tert-butyldiphenylsilyl)oxy)dispiro[adamantane-2,3'-[1,2,4]trioxane-5',1''-cyclohexane]-5-carboxylic acid methyl ester COC(=O)C12CC3CC(C1)CC(C2)C32OOCC3(C(CCCC3)O[Si](C3=CC=CC=C3)(C3=CC=CC=C3)C(C)(C)C)O2